(1R,3aR,7aR)-7a-methyl-1-((R)-6-methyl-6-(trimethylsiloxy)heptan-2-yl)hexahydro-1H-inden-4(2H)-one C[C@@]12CCCC([C@@H]2CC[C@@H]1[C@H](C)CCCC(C)(O[Si](C)(C)C)C)=O